CC1=C(C=C(C=C1)NC(C1=CC(=CC=C1)C(F)(F)F)=O)CCC1=NNC(=C1)NC1=NC=CN=C1 N-(4-methyl-3-(2-(5-(pyrazin-2-ylamino)-1H-pyrazol-3-yl)ethyl)phenyl)-3-(trifluoromethyl)benzamide